(3s,4s,5r)-3-(6-(difluoromethyl)-2-methoxypyridin-3-yl)-4,5-dimethyl-5-(trifluoromethyl)tetrahydrofuran-2-carbonitrile FC(C1=CC=C(C(=N1)OC)[C@H]1C(O[C@]([C@H]1C)(C(F)(F)F)C)C#N)F